N-[1-benzyl-4-(5-fluoro-2-pyridyl)-4-piperidinyl]-4-(trifluoromethoxy)benzenesulfonamide C(C1=CC=CC=C1)N1CCC(CC1)(C1=NC=C(C=C1)F)NS(=O)(=O)C1=CC=C(C=C1)OC(F)(F)F